4-chloro-1-(2,2-difluoroethyl)-7-nitro-1H-indazol-3-amine ClC1=C2C(=NN(C2=C(C=C1)[N+](=O)[O-])CC(F)F)N